CC1(CN(C1)CC(=O)NC=1C=C(C(=NC1)C)NC(=O)C=1C=NN2C1SC(=C2)C2=C1C=NN(C1=CC=C2)C)C N-(5-(2-(3,3-dimethylazetidin-1-yl)acetamido)-2-methylpyridin-3-yl)-2-(1-methyl-1H-indazol-4-yl)pyrazolo[5,1-b]thiazole-7-carboxamide